C(C)(C)(C)NC1=NC=C2N=C(N(C2=N1)C1CCNCC1)NC1=CC(=CC(=C1)OC(F)(F)F)Cl N2-tert-butyl-N8-(3-chloro-5-(trifluoromethoxy)phenyl)-9-(piperidin-4-yl)-9H-purine-2,8-diamine